FC1=C(C=CC(=C1)OC1=CC(=NC=C1)N1C[C@@H]([C@@H](C1)OC)F)NC1=NC=NC2=CC(=C(C=C12)NC1CCN(CC1)C(C=C)=O)OC 1-(4-((4-((2-fluoro-4-((2-((3S,4R)-3-fluoro-4-methoxypyrrolidin-1-yl)pyridin-4-yl)oxy)phenyl)amino)-7-methoxyquinazolin-6-yl)amino)piperidin-1-yl)prop-2-en-1-one